C1(CC1)C1=C(C=CC=C1)C=1C=C2C(CCC3(CN(CC3)C(=O)C3=NC=C(C=C3)F)C2=CC1)O (6-(2-cyclopropylphenyl)-4-hydroxy-3,4-dihydro-2H-spiro[naphthalene-1,3'-pyrrolidin]-1'-yl)(5-fluoropyridin-2-yl)methanone